(R)-2-((1-(2-cyano-7-methyl-3-(pyridin-2-yl)quinoxalin-5-yl)ethyl)amino)benzoic acid C(#N)C1=NC2=CC(=CC(=C2N=C1C1=NC=CC=C1)[C@@H](C)NC1=C(C(=O)O)C=CC=C1)C